4-((6-bromo-3-fluoropyridin-2-yl)methyl)-1-(3-chloro-2-fluorobenzyl)-2,6-dimethylpiperidine-4-carboxylic acid methyl ester COC(=O)C1(CC(N(C(C1)C)CC1=C(C(=CC=C1)Cl)F)C)CC1=NC(=CC=C1F)Br